(S)-N-(2-(1-(3-ethoxy-4-methoxyphenyl)-2-(methylsulfonyl)ethyl)-1,3-dioxoisoindolin-4-yl)-9-oxononanamide C(C)OC=1C=C(C=CC1OC)[C@@H](CS(=O)(=O)C)N1C(C2=CC=CC(=C2C1=O)NC(CCCCCCCC=O)=O)=O